6-(3-hydroxy-propyloxy)coumarin OCCCOC=1C=C2C=CC(OC2=CC1)=O